BrCC(CC)CC 3-(bromomethyl)pentane